(S)-5-(5-chloro-2-oxo-1,2-dihydro-pyridin-3-yl)-6-(4-chloro-phenyl)-2-(2,4-dimethoxy-pyrimidin-5-yl)-1-isopropyl-5,6-dihydro-1H-pyrrolo[3,4-d]imidazol-4-one ClC=1C=C(C(NC1)=O)N1[C@H](C=2N(C(=NC2C1=O)C=1C(=NC(=NC1)OC)OC)C(C)C)C1=CC=C(C=C1)Cl